C(C)C(COCC1OC(OC1)=O)CCCC 4-(2-ethylhexyloxymethyl)-[1,3]dioxolan-2-one